6-(3,4-dimethylphenyl)-N-(1-oxido-2,3-dihydrothiophen-3-yl)-2-oxo-1,2-dihydropyridine-3-carboxamide CC=1C=C(C=CC1C)C1=CC=C(C(N1)=O)C(=O)NC1CS(C=C1)=O